ClC=1C(=C(C(=CC1N1CC(CC1)CO)F)S(=O)(=O)N(C=1SC=CN1)CC1=CC=C(C=C1)OC)F 3-chloro-2,6-difluoro-4-(3-(hydroxymethyl)pyrrolidin-1-yl)-N-(4-methoxybenzyl)-N-(thiazol-2-yl)benzenesulfonamide